N-[(5-bromopyridin-3-yl)methyl]-4-(trifluoromethoxy)benzamide BrC=1C=C(C=NC1)CNC(C1=CC=C(C=C1)OC(F)(F)F)=O